C(#C)C1=CC=C2C=3C(C4=C(C(C3NC2=C1)(C)C)C=C(C(=C4)C#N)N4CCC(CC4)N4CCCC4)=O 3-ethynyl-6,6-dimethyl-11-oxo-8-(4-(pyrrolidine-1-yl)piperidine-1-yl)-6,11-dihydro-5H-benzo[b]Carbazole-9-carbonitrile